SCCSCC1SCCSC1 mercaptoethylthiomethyl-1,4-dithiane